tert-butyl 7-(5-amino-7-fluoroimidazo[1,2-c]quinazoline-2-carbonyl)-2,7-diazaspiro[4.4]nonane-2-carboxylate NC1=NC=2C(=CC=CC2C=2N1C=C(N2)C(=O)N2CC1(CCN(C1)C(=O)OC(C)(C)C)CC2)F